C(CC)CCCCCCCCCCCCC propyl-tridecane